12-[[1-(2,6-dioxo-3-piperidyl)-2-oxo-benzo[cd]indol-6-yl]methylamino]-12-oxo-dodecanoic acid O=C1NC(CCC1N1C(C2=C3C(C(=CC=C13)CNC(CCCCCCCCCCC(=O)O)=O)=CC=C2)=O)=O